2-(5-fluoro-2-methoxypyridin-4-yl)-1-[7-methyl-6-(pyrimidin-2-yl)-3,4-dihydro-1H-spiro[1,8-naphthyridine-2,3'-pyrrolidin]-1'-yl]propan-1-one FC=1C(=CC(=NC1)OC)C(C(=O)N1CC2(CC1)NC1=NC(=C(C=C1CC2)C2=NC=CC=N2)C)C